(2R)-2-(dimethylamino)propionic acid CN([C@@H](C(=O)O)C)C